CNC(N(C1=CC=CC=C1)C1=CC=CC=C1)=S 3-methyl-1,1-diphenyl-thiourea